ClC1=C(C=C(C=C1)C1=NN=NN1)N1C2=C(NC(CC1=O)=O)C1=CC=CC=C1C=C2 5-[2-chloro-5-(1H-tetrazol-5-yl)phenyl]-1H-naphtho[1,2-b][1,4]diazepine-2,4(3H,5H)-dione